N1=CC=C(C=C1)N1CC(C1)CC(=O)O (1-Pyridin-4-yl-azetidin-3-yl)-acetic acid